BrCC1N(C2CC(C1C2)O[Si](C2=CC=CC=C2)(C2=CC=CC=C2)C(C)(C)C)C(=O)OC(C)(C)C tert-butyl 3-(bromomethyl)-5-[(tert-butyldiphenylsilyl)oxy]-2-azabicyclo[2.2.1]heptane-2-carboxylate